tert-butyl 4-((6-((5-cyclobutyl-1H-pyrazol-3-yl)amino)pyrazin-2-yl)oxy)piperidine-1-carboxylate C1(CCC1)C1=CC(=NN1)NC1=CN=CC(=N1)OC1CCN(CC1)C(=O)OC(C)(C)C